(1R,2S)-N-(4-(2-(((1r,4r)-4-(dimethylamino)cyclohexyl)amino)-8-isopropyl-7-oxo-7,8-dihydropyrido[2,3-d]pyrimidin-6-yl)-2,3,6-trifluorophenyl)-2-fluorocyclopropane-1-carboxamide CN(C1CCC(CC1)NC=1N=CC2=C(N1)N(C(C(=C2)C2=C(C(=C(C(=C2)F)NC(=O)[C@@H]2[C@H](C2)F)F)F)=O)C(C)C)C